4-(6-methoxy-2-naphthyl)-2-butanone COC=1C=C2C=CC(=CC2=CC1)CCC(C)=O